N1(C=NC=C1)CCCNC(\C(=C\CCCCC(=O)NO)\COC1=CC=CC2=CC=CC=C12)=O (E)-N1-(3-(1H-imidazol-1-yl)propyl)-N8-hydroxy-2-((naphthalen-1-yloxy)methyl)octenediamide